C(#N)C=1C2=C(SC1NC(OC(C)(C)C)=O)C=CC(=C2C=2C1=C(C=3C=NC(=NC3C2F)N2CC3(CC3)[C@@H](C2)N(C)C)COC1)F tert-Butyl (3-cyano-4-(3-((S)-7-(dimethylamino)-5-azaspiro[2.4]heptan-5-yl)-5-fluoro-7,9-dihydrofuro[3,4-f]quinazolin-6-yl)-5-fluorobenzo[b]thiophen-2-yl)carbamate